C1CC(CCC1)=C=C1CCCCC1 bis(3-cyclohexylidene)methane